2-(chloromethyl)-3-(oxetan-2-ylmethyl)-3H-imidazo[4,5-b]pyridine-5-carboxylic acid methyl ester COC(=O)C1=CC=C2C(=N1)N(C(=N2)CCl)CC2OCC2